BrC=1C(=NC(=CC1N)C=1SC=CN1)C1=NC(=CC(=C1)C(F)(F)F)F 3-bromo-6'-fluoro-6-(thiazol-2-yl)-4'-(trifluoromethyl)-[2,2'-bipyridine]-4-amine